3-{1-benzoyl-5-[(4-fluorophenyl)methoxy]-4-methyl-1H-pyrazol-3-yl}-N,N,2-trimethylpyrrolidine-1-carboxamide C(C1=CC=CC=C1)(=O)N1N=C(C(=C1OCC1=CC=C(C=C1)F)C)C1C(N(CC1)C(=O)N(C)C)C